S1C=NC2=C1C=CC=C2C2=CC=C(C=C2)NC(=O)NCC=2C=NNC2 1-(4-Benzothiazol-4-yl-phenyl)-3-(1H-pyrazol-4-ylmethyl)-urea